2-(4-(5-chloro-2-(4-chloro-1H-1,2,3-triazol-1-yl)phenyl)-2,5-dioxapiperazin-1-yl)-3-(1-(methyl-d3)-1H-pyrazol-3-yl)propanoic acid ClC=1C=CC(=C(C1)N1CON(CO1)C(C(=O)O)CC1=NN(C=C1)C([2H])([2H])[2H])N1N=NC(=C1)Cl